ClC1=C(C(=C(C=C1)[C@H](CC1=NC(=NC(=N1)N[C@@H](CO)CC(C)C)NS(=O)(=O)C)C)F)F N-(4-((S)-2-(4-chloro-2,3-difluorophenyl)propyl)-6-(((R)-1-hydroxy-4-methylpentan-2-yl)amino)-1,3,5-triazin-2-yl)methanesulfonamide